CC(C=O)=CC(CC=C(C)C)(C1=C(C=C(C(=C1)C)C)C)C 2,4,7-trimethyl-4-(2,4,5-trimethylphenyl)octa-2,6-dienal